FC=1C=C(C=C(C1NC)N)I 6-fluoro-4-iodo-N1-methylbenzene-1,2-diamine